O1CCOC12CCC(CC2)CCC(=O)O 3-(1,4-dioxaspiro[4.5]decan-8-yl)propionic acid